3-(methoxymethyl)-6-[6-(6-methylpyridazin-3-yl)oxypyrazolo[1,5-a]pyridin-3-yl]pyridin COCC=1C=NC(=CC1)C=1C=NN2C1C=CC(=C2)OC=2N=NC(=CC2)C